3,4,5-trimethoxy-phenylacrylic acid COC=1C=C(C=C(C1OC)OC)C(C(=O)O)=C